FC1=C(C=CC(=C1F)F)SC=1N=CC(=NC1)N1CCC2([C@@H](C=3N(N=CC3)C2)N)CC1 (S)-1-(5-((2,3,4-trifluorophenyl)thio)pyrazin-2-yl)-4'H,6'H-spiro[piperidine-4,5'-pyrrolo[1,2-b]pyrazol]-4'-amine